[Na].FC(C(F)(F)F)(O[Si](OC(C(F)(F)F)(F)F)(OC(C(F)(F)F)(F)F)C(C(C(C(C(C(C(C(C(C(F)(F)F)(F)F)(F)F)(F)F)(F)F)(F)F)(F)F)(F)F)(F)F)(F)F)F Perfluorodecyl-triethoxysilane monosodium